N-(cyclopropylmethyl)-2-(4-isopropylphenyl)oxazole-4-carboxamide C1(CC1)CNC(=O)C=1N=C(OC1)C1=CC=C(C=C1)C(C)C